Cl.N1=CSC=2C=NC=CC21 Thiazolo[5,4-c]Pyridine hydrochloride